CC=1SC2=NC=C(C(=C2N1)C(C(F)(F)F)OC)NC(OC(C)(C)C)=O tert-butyl (2-methyl-7-(2,2,2-trifluoro-1-methoxyethyl)thiazolo[5,4-b]pyridin-6-yl)carbamate